NC[C@H]1C(N[C@H](C(N[C@@H](CO[C@@H]([C@H](C(N([C@H](C(N[C@H](C(N1)=O)C1CCCCC1)=O)CC(C)C)C)=O)C)CCCCCC)C)=O)[C@H](C)O)=O (3R,6S,9S,12S,15S,18R,19R)-9-(aminomethyl)-12-cyclohexyl-19-hexyl-6-((S)-1-hydroxyethyl)-15-isobutyl-3,16,18-trimethyl-1-oxa-4,7,10,13,16-pentaazacyclononadecan-5,8,11,14,17-penta-one